4-(1H-Triazol-5-yl)-1-[3-[6-[4-(trifluoro-methoxy)phenoxy]-3-pyridyl]azetidin-1-yl]butan-1-one N1N=NC=C1CCCC(=O)N1CC(C1)C=1C=NC(=CC1)OC1=CC=C(C=C1)OC(F)(F)F